[C@@H]12OCC[C@H]2[C@@H]1C(=O)N (1S,5S,6S)-2-oxabicyclo[3.1.0]hexane-6-carboxamide